CC1=CC=C(C=C1)CN1C(CCC1=O)CC(=O)O 2-[1-[(4-methylphenyl)methyl]-5-oxopyrrolidin-2-yl]acetic acid